ON=C1CCCN2C(COC=3C=CC=CC3C3CCC(OCC12)CC3)=O (1s,19s)-15-(hydroxyimino)-8,18-dioxa-11-azatetracyclo[17.2.2.02,7.011,16]tricosa-2(7),3,5-trien-10-one